FC1=C2CN(CC2=CC(=C1)F)C(=O)NC1=CC=C(C=C1)C1CCNCC1 4,6-DIFLUORO-N-(4-(PIPERIDIN-4-YL)PHENYL)ISOINDOLINE-2-CARBOXAMIDE